N2-isobutyryl-3'-aminotrityl-2',3'-dideoxyguanosine C(C(C)C)(=O)NC=1NC(C=2N=CN([C@]3(CC[C@@H](CO)O3)C(C3=CC=CC=C3)(C3=CC(=CC=C3)N)C3=CC=CC=C3)C2N1)=O